(2S)-1-[2-[(3R)-3-(5-quinolylamino)pyrrolidin-1-yl]acetyl]pyrrolidine-2-carbonitrile N1=CC=CC2=C(C=CC=C12)N[C@H]1CN(CC1)CC(=O)N1[C@@H](CCC1)C#N